C1(CC1)CN1N=CC(=C1)C=1C(=CC(N(C1)C)=O)C1=CC=C(C(=O)NC)C=C1 4-[5-(1-Cyclopropylmethyl-1H-pyrazol-4-yl)-1-methyl-2-oxo-1,2-dihydro-pyridin-4-yl]-N-methyl-benzamide